C(C)(C)(C)C1=CC(=NC=C1)C1=NC=CC(=C1)C(C)(C)C 4,4'-di-t-butyl-2,2'-bipyridyl